2,3-dihydro-1H-isoindole-5-carbonitrile C1NCC2=CC(=CC=C12)C#N